FC1=CC=C2CC(NC2=C1F)=O 6,7-difluoroindolin-2-one